The molecule is a member of the class of beta-carbolines that is 9H-beta-carbolin-2-ium substituted by a chloro group at position 6 and a methyl group at position 2. It is isolated from a fresh water cyanobacterium Nostoc 78-12A and acts as an inhibitor of butyrylcholinesterase. It has a role as a metabolite, an EC 3.1.1.8 (cholinesterase) inhibitor and an antimalarial. It is a member of beta-carbolines, an organochlorine compound, an organic cation and an alkaloid. C[N+]1=CC2=C(C=C1)C3=C(N2)C=CC(=C3)Cl